ClC1=NC(=CC=C1N1CCN(CC1)C(=O)OC(C)(C)C)C(N[C@H]1COCC1)=O tert-Butyl (R)-4-(2-chloro-6-((tetrahydrofuran-3-yl)carbamoyl)pyridin-3-yl)piperazine-1-carboxylate